C(C)(C)(C)OC(=O)N1CC(CCC1)NC1=NC=2N=C(N(C(C2N1C)=O)C)C1=C(C=C(C=C1)C(F)(F)F)OC 3-((2-(2-methoxy-4-trifluoromethylphenyl)-1,7-dimethyl-6-oxo-6,7-dihydro-1H-purin-8-yl)amino)piperidine-1-carboxylic acid tert-butyl ester